C(C)(C)(C)OC(=O)N1CCC(CC1)C=1C=C2C(=C(NC2=CC1)C1=CC(=NC(=C1)N1CCN(CC1)C)C)C(C)C 4-(3-isopropyl-2-(2-methyl-6-(4-methylpiperazin-1-yl)pyridin-4-yl)-1H-indol-5-yl)piperidine-1-carboxylic acid tert-butyl ester